L-S-(2-nitrobenzyl)cysteine [N+](=O)([O-])C1=C(CSC[C@H](N)C(=O)O)C=CC=C1